(1R,2R)-(-)-1,2-cyclohexanediamine platinum(I) phosphate P(=O)([O-])([O-])[O-].[Pt+].[C@@H]1([C@@H](CCCC1)N)N.[Pt+].[Pt+]